ClC1=NC=CC(=N1)C1=CN(C2=CC=CC=C12)C 3-(2-chloro-4-pyrimidinyl)-1-methyl-1H-indole